3-[({5-[5-(trifluoromethyl)-1,2,4-oxadiazol-3-yl]pyridin-2-yl}methyl)amino]piperidin-2-one FC(C1=NC(=NO1)C=1C=CC(=NC1)CNC1C(NCCC1)=O)(F)F